NC1=NC(=CC(=N1)C=1C(=C(C#N)C=CC1)C)C=1N=NN(C1)CC1=NN2C(C(CCC2)(F)F)=C1 3-(2-amino-6-(1-((4,4-difluoro-4,5,6,7-tetrahydropyrazolo[1,5-a]pyridin-2-yl)methyl)-1H-1,2,3-triazol-4-yl)pyrimidin-4-yl)-2-methylbenzonitrile